FC1=C(C=CC=C1)NC(=S)N[C@@H](C)C1=CC=CC=C1 (S)-1-(2-fluorophenyl)-3-(1-phenylethyl)thiourea